NC1=NC=NN2C1=C(C=C2C=2C=C(C(=NC2)OC)C(=O)N[C@@H]2CN(C[C@@H]2F)C(=O)OCC(C)C)C(F)(F)F 2-methylpropyl (3R,4S)-3-{5-[4-amino-5-(trifluoromethyl)pyrrolo[2,1-f][1,2,4]triazin-7-yl]-2-methoxypyridine-3-amido}-4-fluoropyrrolidine-1-carboxylate